N-((S)-(7-((S)-Cyclopropyl((R*)-4,4,4-trifluoro-3-methylbutanamido)methyl)imidazo[1,2-a]pyrimidin-2-yl)(4,4-difluorocyclohexyl)methyl)-3-(3,3,3-trifluoropropyl)isoxazole-4-carboxamide C1(CC1)[C@@H](C1=NC=2N(C=C1)C=C(N2)[C@@H](NC(=O)C=2C(=NOC2)CCC(F)(F)F)C2CCC(CC2)(F)F)NC(C[C@H](C(F)(F)F)C)=O |o1:39|